(+)-pinacolone CC(C(C)(C)C)=O